ClC=1C=2C(N=C(N1)Cl)=NN(C2C)C 4,6-dichloro-2,3-dimethyl-2H-pyrazolo[3,4-d]pyrimidine